tert-Butyl N-[2-[2-oxo-3-[3-oxo-4-(2-trimethylsilylethoxymethyl)pyrazino[2,3-b][1,4]oxazin-6-yl]oxazolidin-5-yl]ethyl]carbamate O=C1OC(CN1C1=NC2=C(OCC(N2COCC[Si](C)(C)C)=O)N=C1)CCNC(OC(C)(C)C)=O